(8E,10E,12Z)-Octadecatrienoic acid CCCCC/C=C\C=C\C=C\CCCCCCC(=O)O